(3,3,3-trifluoropropyl)urea FC(CCNC(=O)N)(F)F